FC(S(=O)(=O)OC=1C2=C(N=C(N1)C1=NC=CC(=C1)Cl)CCC2)(F)F 2-(4-chloropyridin-2-yl)-5H,6H,7H-cyclopenta[d]pyrimidin-4-yl trifluoromethanesulfonate